1-allyl-3-(chloromethyl)pyridin-2(1H)-one C(C=C)N1C(C(=CC=C1)CCl)=O